Ethyl (2-cyano-4-fluorophenyl)carbamate C(#N)C1=C(C=CC(=C1)F)NC(OCC)=O